5-[6-[2-(2,6-dichloro-3,5-dimethoxy-anilino)-3-pyridinyl]pyrimidin-4-yl]-1-methyl-imidazole-4,5-diamine ClC1=C(NC2=NC=CC=C2C2=CC(=NC=N2)C2(C(=NCN2C)N)N)C(=C(C=C1OC)OC)Cl